ClC1=C(SC=C1)CO (3-chlorothiophene-2-yl)methanol